ClC1=C(C=CC=C1)NC(C1=CC=C(C=C1)NC1=NC(=NC=C1F)NC1=CC=C(C=C1)C(=O)N1CC2(CC1)CCN(CC2)CC2CCN(CC2)C2=CC=C(C=C2)NC2C(NC(CC2)=O)=O)=O N-(2-chlorophenyl)-4-[[2-[4-[8-[[1-[4-[(2,6-dioxo-3-piperidyl)amino]phenyl]-4-piperidyl]methyl]-2,8-diazaspiro[4.5]decane-2-carbonyl]anilino]-5-fluoro-pyrimidin-4-yl]amino]benzamide